C(C)(C)(C)OC(=O)N1CCC(CC1)N(C=1N=CC(=NC1)C(=O)O)C 5-[(1-tert-butoxycarbonyl-4-piperidyl)-methyl-amino]pyrazine-2-carboxylic acid